C(CCC)N(C(O)=O)CCOCCCOCCOCCOCCNS(=O)(=O)C1=CC(=C(C=C1)[N+](=O)[O-])C.C(C)N(CCCN1CN(CN(C1)CCCN(CC)CC)CCCN(CC)CC)CC 1,3,5-tris(N,N-diethyl-3-aminopropyl)hexahydro-s-triazine Butyl-(1-((3-methyl-4-nitrophenyl)sulfonamido)-3,6,9,13-tetraoxapentadecan-15-yl)carbamate